CCCCC1=CC=CC=C1 3-methyl-propylbenzene